ClC1=CC(=C(C=C1)C1=CC=C(C=C1)C1CN(C1)C(=O)N1CC2(C1)CC(C2)C2=NN=C(N2)C2CC2)S(=O)(=O)C [3-[4-(4-chloro-2-methylsulfonyl-phenyl)phenyl]azetidin-1-yl]-[6-(5-cyclopropyl-4H-1,2,4-triazol-3-yl)-2-azaspiro[3.3]heptan-2-yl]methanone